2-chloro-N4-(4-phenoxyphenyl)pyrimidine-4,6-diamine ClC1=NC(=CC(=N1)NC1=CC=C(C=C1)OC1=CC=CC=C1)N